C(C1=CC=CC=C1)OC1=CC(=C(C2=C1CCO2)C(=O)OCC)C ethyl 4-(benzyloxy)-6-methyl-2,3-dihydrobenzofuran-7-carboxylate